6-bromo-1-[2-(dimethylamino)ethyl]-2-methyl-7-(trifluoromethyl)imidazo[1,2-a]pyrimidin-5-one BrC1=C(N=C2N(C1=O)C=C(N2CCN(C)C)C)C(F)(F)F